7-(2-(8-Methyl-3,8-diazabicyclo[3.2.1]octan-3-yl)ethoxy)-4-propyl-8-(1,2,3,4-tetrahydroquinoline-1-carbonyl)-2H-chromen-2-one CN1C2CN(CC1CC2)CCOC2=CC=C1C(=CC(OC1=C2C(=O)N2CCCC1=CC=CC=C21)=O)CCC